COCOC=1C=C2C(NN(C2=C2C1C=CC=C2)C2=CC=CC=C2)=O 5-(Methoxymethoxy)-1-phenyl-1,2-dihydro-3H-benzo[g]indazol-3-on